C(C=C)(=O)N1[C@@H]2CN([C@H](C1)C2)C=2C=CC=1N=CN=C(C1N2)NC2=C(C(=C(C#N)C=C2)F)Cl 4-((6-((1S,4S)-5-acryloyl-2,5-diazabicyclo[2.2.1]heptan-2-yl)pyrido[3,2-d]pyrimidin-4-yl)amino)-3-chloro-2-fluorobenzonitrile